8-(6-{[3-(2-Oxo-1-pyrrolidinyl)propyl](tert-butyl)carbonylamino}-3-pyridyl)-1-(3-methoxypropyl)-3-propylxanthine O=C1N(CCC1)CCCN(C1=CC=C(C=N1)C1=NC=2N(C(N(C(C2N1)=O)CCCOC)=O)CCC)C(=O)C(C)(C)C